Methyl 2-(4-amino-1-isopropyl-1H-pyrazolo[3,4-d]pyrimidin-3-yl)-1H-indole-6-carboxylate NC1=C2C(=NC=N1)N(N=C2C=2NC1=CC(=CC=C1C2)C(=O)OC)C(C)C